N-(2-hydroxy-2-methylpropyl)-2-(4-(((3aR,5R,6aS)-2-((S)-2-hydroxypropanoyl)-octahydrocyclopenta[c]pyrrol-5-yl)amino)-1H-pyrrolo[2,3-b]pyridin-5-yl)-4-methylthiazole-5-carboxamide OC(CNC(=O)C1=C(N=C(S1)C=1C(=C2C(=NC1)NC=C2)NC2C[C@@H]1[C@@H](CN(C1)C([C@H](C)O)=O)C2)C)(C)C